FC1(CCC(CC1)C#N)F 4,4-difluorocyclohexanecarbonitrile